C(C)(C)(C)OC(=O)N(CC(=O)O)C 2-{[(tert-butoxy)carbonyl](methyl)amino}acetic acid